ClC=1C=C(\C=C\2/C3C(N4N2C(CC4(C)C)=O)C=4C=CC=CC4C3)C=CC1 (E)-10-(3-Chlorobenzylidene)-3,3-dimethyl-2,3,4a,9,9a,10-hexahydro-1H-indeno[1,2-c]pyrazolo[1,2-a]pyrazol-1-one